C(#N)C(C)(C)NC(=O)C=1C=2C[C@@H]3[C@H](C2N(N1)C1=NC=CC(=C1)Cl)C3 (1aR,5aR)-2-(4-Chloro-pyridin-2-yl)-1a,2,5,5a-tetrahydro-1H-2,3-diaza-cyclopropa[a]pentalene-4-carboxylic Acid (Cyano-dimethyl-methyl)-amide